5-Bromo-2-(2-chloro-5-fluorophenyl)-1-(4-methoxybenzyl)-3-nitro-1,2-dihydropyrrolo[4,3,2-ij]isoquinoline BrC1=C2C=CN=C3C2=C(C(=C1)[N+](=O)[O-])C(N3CC3=CC=C(C=C3)OC)C3=C(C=CC(=C3)F)Cl